2-amino-5-bromo-N-((3R,6S)-6-(2-hydroxypropan-2-yl)tetrahydro-2H-pyran-3-yl)nicotinamide NC1=C(C(=O)N[C@H]2CO[C@@H](CC2)C(C)(C)O)C=C(C=N1)Br